BrC=1C=NC(=NC1)CN1CC2(C1)CCN(CC2)C(=O)OC(C)(C)C Tert-butyl 2-[(5-bromopyrimidin-2-yl)methyl]-2,7-diazaspiro[3.5]nonane-7-carboxylate